N-[2-(5-methylpyridin-2-yl)-2-(1-methylpyrazol-4-yl)propyl]-5-(2,4-difluorophenyl)isoxazole-3-carboxamide CC=1C=CC(=NC1)C(CNC(=O)C1=NOC(=C1)C1=C(C=C(C=C1)F)F)(C)C=1C=NN(C1)C